fluoroform C(F)(F)F